[Pd].[Pd].C(C1=CC=CC=C1)C(C(C)=O)CC1=CC=CC=C1 (dibenzyl-acetone) dipalladium